N1([C@@H](CCC1)C(=O)OCC(=O)C1=CC=2C(C3=CC(=CC=C3C2C=C1)[N+](=O)[O-])(CCC)CCC)C(=O)OC(C)(C)C 1-(Tert-butyl) 2-(2-(7-nitro-9,9-dipropyl-9H-fluorene-2-yl)-2-oxoethyl) (S)-pyrrolidine-1,2-dicarboxylate